(R)-(1-tritylaziridin-2-yl)methanol C(C1=CC=CC=C1)(C1=CC=CC=C1)(C1=CC=CC=C1)[N@]1C(C1)CO